NC(C(CCN1CC(C1)(C(=O)NC=1C(=NC(=CC1)C)OC(F)F)C1=C(C=CC=C1)C(C)C)(C)C)=O 1-(4-amino-3,3-dimethyl-4-oxobutyl)-N-(2-(difluoromethoxy)-6-methylpyridin-3-yl)-3-(2-isopropylphenyl)azetidine-3-carboxamide